ClC=1C2=C(N=CN1)C=NC(=C2)OC 4-chloro-6-methoxypyrido[3,4-d]pyrimidine